C[C@@H]1N(C[C@H](N(C1)C(C)C=1C=C2N=C(C=NC2=CC1)C)C)N1N=C2C(N(C(C=C2)=O)C)=C1 ((2S,5R)-2,5-dimethyl-4-(1-(3-methylquinoxalin-6-yl)ethyl)piperazin-1-yl)-4-methyl-2,4-dihydro-5H-pyrazolo[4,3-b]pyridin-5-one